O=C1NC(CCC1N1C(C2=CC=CC(=C2C1=O)NCCOCCOCCN1CCN(CC1)CCOCCC(=O)O)=O)=O 3-(2-(4-(2-(2-(2-((2-(2,6-dioxopiperidin-3-yl)-1,3-dioxoisoindolin-4-yl)amino)ethoxy)ethoxy)ethyl)piperazin-1-yl)ethoxy)propanoic acid